Dinatrium (tetrapropenyl)succinat C(=CC)C(C(C(=O)[O-])(C=CC)C=CC)(C(=O)[O-])C=CC.[Na+].[Na+]